CC1=C(C=C(C=C1)C1=NC=CN=C1SC1=CC=C(C=C1)OC(F)(F)F)S(=O)(=O)N methyl-5-[3-[4-(trifluoromethoxy)phenyl]sulfanylpyrazin-2-yl]benzenesulfonamide